CC1=C(C=C(C=C1)C(NC1=CC(=CC=C1)C(F)(F)F)=O)C1CN(CC1)C(=O)OC(C)(C)C tert-butyl 3-(2-methyl-5-((3-(trifluoromethyl)phenyl)carbamoyl) phenyl)pyrrolidine-1-carboxylate